[6-[3-(1-hydroxycyclopropyl)-1H-1,2,4-triazol-5-yl]-2-azaspiro[3.3]heptan-2-yl]-[(6S)-6-(3-triflylbenzyl)-2-azaspiro[3.4]octan-2-yl]methanone OC1(CC1)C1=NNC(=N1)C1CC2(CN(C2)C(=O)N2CC3(C2)C[C@@H](CC3)CC3=CC(=CC=C3)S(=O)(=O)C(F)(F)F)C1